7-amino-N-isopropyl-5-[4-(trifluoromethyl)phenyl]naphthalene-2-carboxamide NC1=CC(=C2C=CC(=CC2=C1)C(=O)NC(C)C)C1=CC=C(C=C1)C(F)(F)F